FC=1C=C(C(=O)NCC2=C(C=CC3=C2N(C(=N3)C)C)OC)C=CC1C 3-fluoro-N-((6-methoxy-1,2-dimethyl-1H-benzimidazol-7-yl)methyl)-4-methylbenzamide